tert-butyl (2-hydroxy-1-(5-(2-((4-(trifluoromethyl)phenyl)amino)phenyl)-1,3,4-oxadiazol-2-yl)ethyl)carbamate OCC(C=1OC(=NN1)C1=C(C=CC=C1)NC1=CC=C(C=C1)C(F)(F)F)NC(OC(C)(C)C)=O